[Ni].[Co].[Fe].[P] phosphorus iron cobalt nickel